C(C)(C)NC1CN(CC1OC)C(=O)OC(C)(C)C tert-Butyl 3-(isopropylamino)-4-methoxypyrrolidine-1-carboxylate